1-(cyclobutylmethyl)-8-dimethylamino-8-(3-hydroxyphenyl)-3-[(4-methoxyphenyl)-methyl]-1,3-diazaspiro[4.5]decan-2-one C1(CCC1)CN1C(N(CC12CCC(CC2)(C2=CC(=CC=C2)O)N(C)C)CC2=CC=C(C=C2)OC)=O